4-(2-chloro-4-benzoylphenylthio)phenylbis(4-chlorophenyl)sulfonium hexafluoroantimonate F[Sb-](F)(F)(F)(F)F.ClC1=C(C=CC(=C1)C(C1=CC=CC=C1)=O)SC1=CC=C(C=C1)[S+](C1=CC=C(C=C1)Cl)C1=CC=C(C=C1)Cl